silyl-1-propyne [SiH3]C#CC